dinickel trioxide [O-2].[O-2].[O-2].[Ni+3].[Ni+3]